4-amino-7-(2,3-dimethylbut-2-yl)-N-(4-(methoxymethyl)phenyl)-7H-pyrrolo[2,3-d]pyrimidine-5-carboxamide NC=1C2=C(N=CN1)N(C=C2C(=O)NC2=CC=C(C=C2)COC)C(C)(C(C)C)C